5-(3-(tert-butyl)-5-chlorophenyl)-2-mesitylfuran C(C)(C)(C)C=1C=C(C=C(C1)Cl)C1=CC=C(O1)C1=C(C=C(C=C1C)C)C